N-(1-Ethyl-3-(6-fluoropyridin-3-yl)-1H-indol-6-yl)-3-(imidazo[1,2-b]pyridazin-3-ylethynyl)-4-methylbenzamide C(C)N1C=C(C2=CC=C(C=C12)NC(C1=CC(=C(C=C1)C)C#CC1=CN=C2N1N=CC=C2)=O)C=2C=NC(=CC2)F